ClC1=NC(=CC=C1[N+](=O)[O-])Cl 2,6-Dichloro-3-nitropyridine